COC=1C=CC2=C(C(OC3=C2C=CC(=C3)OCCCCN3CCOCC3)=O)C1 8-methoxy-3-(4-morpholinobutoxy)-6H-benzo[c]benzopyran-6-one